(dibenzofuranylphenyl)(dimethylfluorenyl)(diphenylfluorenyl)(dibenzothiophenyl)amine C1(=CC=CC=2OC3=C(C21)C=CC=C3)C3=C(C=CC=C3)C3=C(C2=C(SC1=C2C=CC=C1)C=C3)N(C3=C(C(=CC=1C2=CC=CC=C2CC31)C3=CC=CC=C3)C3=CC=CC=C3)C3=C(C(=CC=1C2=CC=CC=C2CC31)C)C